2,4-difluoro-N-methoxy-benzamide FC1=C(C(=O)NOC)C=CC(=C1)F